ClC=1C=C(CNC2=NC(=NC3=CC=C(C=C23)C2=CN(C(C=C2)=O)C)N2CCN(CC2)CC(=O)N(C)C)C=CC1 (4-(4-((3-chlorobenzyl)amino)-6-(1-methyl-6-oxo-1,6-dihydropyridin-3-yl)quinazolin-2-yl)piperazin-1-yl)-N,N-dimethylacetamide